6-bromo-1,8-naphthyridin-4-ol BrC=1C=C2C(=CC=NC2=NC1)O